C(C=C)C1=CC=CC2=CC3=CC=CC=C3C=C12 allylanthracene